(RS)-ethyl 5-(tert-butyl)-1-cyclopropyl-9-methoxy-8-(3-methoxypropoxy)-2-oxo-1,5-dihydro-2H-chromeno[4,3-b]pyridine-3-carboxylate C(C)(C)(C)[C@H]1OC=2C=C(C(=CC2C=2N(C(C(=CC21)C(=O)OCC)=O)C2CC2)OC)OCCCOC |r|